5-ethynyl-6-fluoro-4-(8-fluoro-4-(1,4-oxazepan-4-yl)-2-((tetrahydro-1H-pyrrolizin-7a(5H)-yl)methoxy)pyrido[4,3-d]pyrimidin-7-yl)naphthalen-2-ol C(#C)C1=C2C(=CC(=CC2=CC=C1F)O)C1=C(C=2N=C(N=C(C2C=N1)N1CCOCCC1)OCC12CCCN2CCC1)F